OCC1OC(C(C1O)O)=C (hydroxymethyl)-5-methylenetetrahydrofuran-3,4-diol